O1C(=CC2=C1C=CC=C2)C2=NC(=NC(=C2)Cl)Cl 4-(benzofuran-2-yl)-2,6-dichloropyrimidine